C(C=C)OC=1C=CC=C2C(N(C(=NC12)C)C1C(NC(CC1)=O)=O)=O 3-(8-allyloxy-2-methyl-4-oxo-quinazolin-3-yl)piperidine-2,6-dione